C1(CCCC1)N1C(C=C(C2=C1N=C(N=C2)NC2=C(C=CC=C2)N2CC(CCC2)CS(=O)(=O)C)C#C)=O 8-cyclopentyl-5-ethynyl-2-((2-(3-((methylsulfonyl)methyl)piperidin-1-yl)phenyl)amino)pyrido[2,3-d]pyrimidin-7(8H)-one